pyridin-1-ium-1-yl-(6-(trifluoromethoxy)benzo[d]thiazole-2-carbonyl)amide [N+]1(=CC=CC=C1)[N-]C(=O)C=1SC2=C(N1)C=CC(=C2)OC(F)(F)F